4-(2-azabicyclo[2.2.1]heptan-3-yl)benzonitrile C12NC(C(CC1)C2)C2=CC=C(C#N)C=C2